4-(5-(1-(2-amino-2-oxoethyl) piperidin-4-yl)-2-(7,8-dimethyl-[1,2,4]triazolo[1,5-a]pyridin-6-yl)-3-isopropyl-1H-indol-1-yl)-4-oxobutyl dihydrogenphosphate P(=O)(O)(O)OCCCC(=O)N1C(=C(C2=CC(=CC=C12)C1CCN(CC1)CC(=O)N)C(C)C)C=1C(=C(C=2N(C1)N=CN2)C)C